O1C(CCCC1)OC1=CC=C(C(=O)OC2=C(C=C(C=C2)\C=C\C(=O)OC)OC)C=C1 (E)-2-methoxy-4-(3-methoxy-3-oxoprop-1-en-1-yl)phenyl 4-((tetrahydro-2H-pyran-2-yl)oxy)benzoate